1-oxa-4,6-diaza-nonadecane-2,7-dione formate C(=O)O.OC(CNCNC(CCCCCCCCCCCC)=O)=O